2-linoleoxy-3-dimethylaminopropane C(CCCCCCC\C=C/C\C=C/CCCCC)OC(C)CN(C)C